CCCCCCCCCCCCC=CCCCCCC 13-Eicosen